C1(CC1)C=1C(=CC2=C(C=3N([C@@H](CO2)C(C)C)C=C(C(C3)=O)C(=O)OCC)C1)OCC(C)C Ethyl (R)-2-cyclopropyl-3-isobutoxy-7-isopropyl-11-oxo-6,7-dihydro-11H-benzo[f]pyrido[1,2-d][1,4]oxazepine-10-carboxylate